(2S)-2-(triphenylmethoxy)propanoic acid C1(=CC=CC=C1)C(O[C@H](C(=O)O)C)(C1=CC=CC=C1)C1=CC=CC=C1